FC1=CC(=C(C=C1)CC(=O)O)C(C)O 4-fluoro-2-(1-hydroxyethyl)phenylacetic acid